CC1=C(NC2=C(N=CC=C21)N)C2=C(C=C(C=C2)[N+](=O)[O-])C 3-Methyl-2-(2-methyl-4-nitrophenyl)-1H-pyrrolo[2,3-c]pyridin-7-amine